FC=1C=C(C#N)C=C(C1C=1N(C=C(N1)C(F)(F)F)C)F 3,5-difluoro-4-[1-methyl-4-(trifluoromethyl)imidazol-2-yl]benzonitrile